N-[(2-Amino-3-pyridyl)sulfonyl]-6-(4-fluoro-3-methylphenyl)-2-[(4S)-2,2,4-trimethylpyrrolidin-1-yl]pyridin-3-carboxamid NC1=NC=CC=C1S(=O)(=O)NC(=O)C=1C(=NC(=CC1)C1=CC(=C(C=C1)F)C)N1C(C[C@@H](C1)C)(C)C